6-(Cyclopropanecarboxamido)-4-((5-(2-ethoxyethyl)-4-oxo-4,5-dihydrothieno[2,3-d]pyridazin-3-yl)amino)nicotinic acid C1(CC1)C(=O)NC1=NC=C(C(=O)O)C(=C1)NC1=CSC=2C=NN(C(C21)=O)CCOCC